3,3-difluorocyclobutanamine hydrochloride salt Cl.FC1(CC(C1)N)F